2-hydroxymethyl-butenoic acid OCC(C(=O)O)=CC